C(C)(C)(C)C1=C(C=CC(=C1)C(C)(C)C)C1=C(C(=C(C=C1)P([O-])[O-])C1=C(C=C(C=C1)C(C)(C)C)C(C)(C)C)C1=CC=CC=C1 bis(2,4-di-tert-butylphenyl)-3-phenyl-phenyl-phosphonite